CC1=CC=NC=C1C#CC1=C(C=CC=C1)NS(=O)(=O)C=1C(=CC=C2C=CC=NC12)C 4-Methyl-5-{2-[2-(7-methylchinolin-8-sulfonamido)phenyl]ethynyl}pyridin